(trimethoxysilyl)(dimethylphenylsilyl)dodecane CO[Si](OC)(OC)C(CCCCCCCCCCC)[Si](C1=CC=CC=C1)(C)C